methyl (2R,4S)-4-((triisopropylsilyl)oxy)pyrrolidine-2-carboxylate C(C)(C)[Si](O[C@H]1C[C@@H](NC1)C(=O)OC)(C(C)C)C(C)C